FC([C@@H]1C[C@H](C1)C(=O)O)(F)F trans-3-(trifluoromethyl)cyclobutane-1-carboxylic acid